N=1N=CN2C1C=CC=C2C2=CC=C1C=NC(=NN12)N[C@H]1[C@@H](CN(CC1)S(=O)(=O)C)O (3R,4R)-4-((7-([1,2,4]triazolo[4,3-a]pyridin-5-yl)pyrrolo[2,1-f][1,2,4]triazin-2-yl)amino)-1-(methylsulfonyl)piperidin-3-ol